P(S)(S)O Dithiophosphorous acid